CC[N+](=C1C=CC2=C(C(=C(OC2=C1)/C=C/C=C/3\\C(C4=C(N3CCCS(=O)(=O)[O-])C=CC(=C4)S(=O)(=O)[O-])(C)CCCC(=O)O)C)C5=CC=CC=C5)CC The molecule is an anionic C3 cyanine-type compound having indoleinine and chromenylium substituents at either end. It has a role as a fluorochrome.